Methyl 2-(2-bromo-4-((tert-butoxycarbonyl)amino)phenyl)acetate BrC1=C(C=CC(=C1)NC(=O)OC(C)(C)C)CC(=O)OC